C(C)(=O)N1CC2(C1)N(C(CN(C2=O)C2=C(C=C(C#N)C=C2)F)=O)C(C)C2=CC=C(C=C2)C(F)(F)F 4-(2-acetyl-6,9-dioxo-5-(1-(4-(trifluoromethyl)phenyl)-ethyl)-2,5,8-triazaspiro[3.5]-nonan-8-yl)-3-fluoro-benzonitrile